C(N)(=N)C1=CC=C(C=C1)NC(=O)C1=CC=2C=3C(COC2C=C1C1=C(C(=O)OC)C=CC=C1)=CSC3 methyl 2-(8-((4-carbamimidoylphenyl)carbamoyl)-4H-thieno[3,4-c]chromen-7-yl)benzoate